4-Benzopyrone O1C=CC(C2=C1C=CC=C2)=O